F[C@H]1CN(C[C@@H]1NC1=NC(=CC=C1)C1=CN=C2N1C=CC(=C2)C2(CC2)C(F)(F)F)C(=O)OC(C)(C)C (3S,4S)-tert-butyl 3-fluoro-4-((6-(7-(1-(trifluoromethyl)cyclopropyl)imidazo[1,2-a]pyridin-3-yl)pyridin-2-yl)amino)pyrrolidine-1-carboxylate